Cl.C(C)N=C=N N-Ethylcarbodiimid-hydrochlorid